FCC1N2C([C@]3(OC1)C[C@H](NCC3)C)=C(C=N2)C (2R,4R)-7'-(Fluoromethyl)-2,3'-dimethyl-6',7'-dihydrospiro[piperidine-4,4'-pyrazolo[5,1-c][1,4]oxazine]